FC1=C(C=C(C=C1)F)C1=NN(C=C1C)C1CC2(CN(C2)C(=O)C2=C(C=CC(=C2)O)F)C1 (6-(3-(2,5-difluorophenyl)-4-methyl-1H-pyrazol-1-yl)-2-azaspiro[3.3]hept-2-yl)(2-fluoro-5-hydroxyphenyl)methanone